(1R,2R)-N-(2-(azetidine-1-carbonyl)-3-(6-(1-hydroxypropyl)-4-methylpyridin-3-yl)-1,6-naphthyridin-7-yl)-2-fluorocyclopropane-1-carboxamide N1(CCC1)C(=O)C1=NC2=CC(=NC=C2C=C1C=1C=NC(=CC1C)C(CC)O)NC(=O)[C@@H]1[C@@H](C1)F